Cl.CC(C(=O)O)(C)C 2,2-dimethylpropionate hydrochloride